2-[[(1R)-1-[3,6-Dimethyl-2-(2-methylindazol-5-yl)-4-oxo-chromen-8-yl]-ethyl]amino]benzenecarbohydroxamic acid CC1=C(OC2=C(C=C(C=C2C1=O)C)[C@@H](C)NC1=C(C=CC=C1)C(=O)NO)C1=CC2=CN(N=C2C=C1)C